Cl.CC1=NC(=CC=C1)C 2,6-dimethylpyridine hydrochloride salt